N-tert-butyl-6-[(2-fluoro-4-pyridyl)amino]-3-methoxy-pyridine-2-carboxamide C(C)(C)(C)NC(=O)C1=NC(=CC=C1OC)NC1=CC(=NC=C1)F